5-(4-fluorophenyl)-1H-pyridin FC1=CC=C(C=C1)C=1C=CCNC1